3-methyl-4-(4,4,5,5-tetramethyl-1,3,2-dioxaborolan-2-yl)-N-(4-(trifluoromethyl)pyridin-2-yl)benzamide CC=1C=C(C(=O)NC2=NC=CC(=C2)C(F)(F)F)C=CC1B1OC(C(O1)(C)C)(C)C